2-((3-bromo-7-(methylamino)-1,6-naphthyridin-2-yl)amino)ethan-1-ol BrC=1C(=NC2=CC(=NC=C2C1)NC)NCCO